NC1=C(C2=C(S1)C(=CC=C2C=2C1=C(C=3C=NC(=NC3C2Cl)N2CC(C2)N2CCOCC2)COC1)F)C#N 2-Amino-4-(5-chloro-3-(3-morpholinoazetidin-1-yl)-7,9-dihydrofuro[3,4-f]quinazolin-6-yl)-7-fluorobenzo[b]thiophene-3-carbonitrile